1,2,3-propanetricarboxylic acid tris(3-n-propylcyclohexylamide) C(CC)C1CC(CCC1)NC(=O)CC(CC(=O)NC1CC(CCC1)CCC)C(=O)NC1CC(CCC1)CCC